ClC1=C(C#N)C(=CC=N1)NC1=CC2=C(N(C(C=3CCC(NC23)C)=O)C)C=C1 2-chloro-4-((2,6-dimethyl-5-oxo-1,2,3,4,5,6-hexahydrobenzo[h][1,6]naphthyridin-9-yl)amino)nicotinonitrile